COC(=O)C1=NC(=CC(=N1)OCC1=CC=CC=C1)C 4-(Benzyloxy)-6-methylpyrimidine-2-carboxylic acid methyl ester